N[C@@H](CS)C(=O)O |r| (RS)-Cystein